4-[[(2R,3R,4S,5R)-3-(3,4-difluoro-2-methoxy-phenyl)-4,5-dimethyl-5-(trifluoromethyl)tetrahydrofuran-2-carbonyl]amino]-6-methyl-pyridine-2-carboxamide FC=1C(=C(C=CC1F)[C@@H]1[C@@H](O[C@]([C@H]1C)(C(F)(F)F)C)C(=O)NC1=CC(=NC(=C1)C)C(=O)N)OC